N1N=C(C2=C1OCCC2)CNC(=O)N 1-((1,4,5,6-tetrahydropyrano[2,3-c]pyrazol-3-yl)methyl)urea